tribromoaluminum Br[Al](Br)Br